1-(2-amino-2-methylpropyloxy)-1-methoxyethane NC(COC(C)OC)(C)C